(3R)-3-(2-chlorothiazol-5-yl)-8-ethyl-5-oxo-6-phenyl-2,3-dihydrothiazolo[3,2-a]pyrimidin ClC=1SC(=CN1)[C@H]1CSC2N1C(C(=CN2CC)C2=CC=CC=C2)=O